BrC1=CC(=C(C=C1OC)C=1OC(=NN1)C1CC1)F 2-(4-bromo-2-fluoro-5-methoxyphenyl)-5-cyclopropyl-1,3,4-oxadiazole